C(C)(SCCC1=C(C(=CC=C1Br)Br)F)=O S-(3,6-dibromo-2-fluorophenethyl) ethanethioate